2-(2-hydroxy-3(s)-methoxyphenyl)imidazole OC1=C(C=CC=C1OC)C=1NC=CN1